OC=1C=C(C=O)C=C(C1)O 3,5-dihydroxy-benzaldehyde